1'-(2-{[7-fluoro-1-(3-hydroxy-3-methylcyclobutyl)-1H-1,3-benzodiazol-5-yl]oxy}ethyl)-2-oxo-1,2-dihydrospiro[indole-3,4'-piperidine]-5-carbonitrile FC1=CC(=CC2=C1N(C=N2)C2CC(C2)(C)O)OCCN2CCC1(CC2)C(NC2=CC=C(C=C21)C#N)=O